3-methyl-1-(2-methyl-4-(pyrrolo[2,1-f][1,2,4]triazin-4-yl)benzyl)piperazin-2-one CC1C(N(CCN1)CC1=C(C=C(C=C1)C1=NC=NN2C1=CC=C2)C)=O